tert-butyl 4-[7-(5-isopropyl-1-tetrahydropyran-2-yl-indazol-4-yl)-2-[[(2S)-1-methylpyrrolidin-2-yl]methoxy]-6,8-dihydro-5H-pyrido[3,4-d]pyrimidin-4-yl]piperazine-1-carboxylate C(C)(C)C=1C(=C2C=NN(C2=CC1)C1OCCCC1)N1CC=2N=C(N=C(C2CC1)N1CCN(CC1)C(=O)OC(C)(C)C)OC[C@H]1N(CCC1)C